1-(4-((tert-butyldimethylsilyl)oxy)butyl)-1H-pyrazole-5-carbaldehyde [Si](C)(C)(C(C)(C)C)OCCCCN1N=CC=C1C=O